[2-Fluoro-5-(7-morpholin-4-yl-quinazolin-4-yl)-phenyl]-[1,2,4]-triazolo[4,3-a]pyridin-5-ylmethanol FC1=C(C=C(C=C1)C1=NC=NC2=CC(=CC=C12)N1CCOCC1)C(O)C1=CC=CC=2N1C=NN2